(S)-4-(3-fluorobenzyl)-N-(7-((3-(1-hydroxycyclobutyl)prop-2-yn-1-yl)oxy)-5-methyl-4-oxo-2,3,4,5-tetrahydrobenzo[b][1,4]oxazepin-3-yl)-1H-pyrazole-1-carboxamide FC=1C=C(CC=2C=NN(C2)C(=O)N[C@@H]2C(N(C3=C(OC2)C=CC(=C3)OCC#CC3(CCC3)O)C)=O)C=CC1